C(C)(C)(C)OC(NCC1=CC(=CC(=C1)C=1C=NN(C1)C1=CS(C=C1)=O)F)=O 3-Fluoro-5-(1-(1-oxothiophen-3-yl)-1H-pyrazol-4-yl)benzyl-carbamic acid tert-butyl ester